tert-Butyl 5-(4-((tert-butoxycarbonyl(methyl)amino)methyl)-2-fluoro-6-(trifluoromethyl)phenyl)-1H-pyrazolo[3,4-c]pyridine-1-carboxylate C(C)(C)(C)OC(=O)N(C)CC1=CC(=C(C(=C1)C(F)(F)F)C=1C=C2C(=CN1)N(N=C2)C(=O)OC(C)(C)C)F